C(CCCCC)(=O)OCC.[Co+2] cobalt(II) 2-ethyl hexanoate